4-[[4-(3-hydroxyphenyl)naphthalen-1-yl]methyl]piperazin OC=1C=C(C=CC1)C1=CC=C(C2=CC=CC=C12)CN1CCNCC1